((S)-1-(2-(6-((cis)-2,6-dimethylmorpholino)pyridin-2-yl)-1,6-naphthyridin-7-yl)-3-hydroxypropyl)-4-methyl-3-(methylsulfonyl)benzamide C[C@@H]1O[C@@H](CN(C1)C1=CC=CC(=N1)C1=NC2=CC(=NC=C2C=C1)[C@@H](CCO)C1=C(C(=O)N)C=CC(=C1S(=O)(=O)C)C)C